3-(oxetan-3-yl)aniline O1CC(C1)C=1C=C(N)C=CC1